(N-[4-Amino-5-[6-(dimethylamino)pyridin-3-carbonyl]thiazol-2-yl]-4-fluoroanilino)propanamid NC=1N=C(SC1C(=O)C=1C=NC(=CC1)N(C)C)N(C1=CC=C(C=C1)F)C(C(=O)N)C